BrC(C(=C(F)F)F)C(F)F 3-bromo-1,1,2,4,4-pentafluorobut-1-ene